CN1C(=NC2=C(C(=C(C=C2C1=O)C)C)[C@H](C)NC1=C(C=CC=C1)S(=O)(=O)C)N1CCOCC1 3,6,7-Trimethyl-8-[(1S)-1-(2-methylsulfonylanilino)ethyl]-2-morpholino-quinazolin-4-one